C([2H])([2H])([2H])OS(=O)(=O)C(F)(F)F [2H3]Methyltrifluoromethansulfonat